5-(benzyloxy)-N-(1-hydroxy-2-methylpropan-2-yl)-2-methyl-2H-indazole-3-carboxamide C(C1=CC=CC=C1)OC1=CC2=C(N(N=C2C=C1)C)C(=O)NC(CO)(C)C